(S)-1-(2-(benzyloxy)ethyl)-2-chloro-N-(3-fluoro-4-(methylsulfonyl)phenyl)-4-methyl-5-(2-(trifluoromethyl)phenyl)-1H-pyrrole-3-carboxamide C(C1=CC=CC=C1)OCCN1C(=C(C(=C1C1=C(C=CC=C1)C(F)(F)F)C)C(=O)NC1=CC(=C(C=C1)S(=O)(=O)C)F)Cl